BrC=1C=NC(=C(C#N)C1)OC1CCNCC1 5-bromo-2-(piperidin-4-yloxy)nicotinonitrile